BrC1=C(C(=O)NC2=NC=NC(=C2Cl)OC2=CC=C(C=C2)OC)C=CC=C1 2-bromo-N-(5-chloro-6-(4-methoxyphenoxy)pyrimidin-4-yl)benzamide